tert-butyl 2-((4-chloro-2-fluorobenzyl)oxy)-3-isopropyl-5,8-dihydro-1,7-naphthyridine-7(6H)-carboxylate ClC1=CC(=C(COC2=NC=3CN(CCC3C=C2C(C)C)C(=O)OC(C)(C)C)C=C1)F